2-(2-Chlorophenyl)-N-{3-[(2,4-dimethoxybenzyl)sulfamoyl]-4-(2H-pyrazolo[3,4-b]pyridin-2-yl)phenyl}acetamide ClC1=C(C=CC=C1)CC(=O)NC1=CC(=C(C=C1)N1N=C2N=CC=CC2=C1)S(NCC1=C(C=C(C=C1)OC)OC)(=O)=O